C(CCCCCCCCCCC)(=O)N dodecanoic acid amide